tris(pentafluorobenzene) boron salt [B].FC=1C(=C(C(=C(C1)F)F)F)F.FC=1C(=C(C(=C(C1)F)F)F)F.FC=1C(=C(C(=C(C1)F)F)F)F